FC1(C=C1C1=CC=C(C=C1)C)F 1-(3,3-difluorocycloprop-1-en-1-yl)-4-methylbenzene